N-(2-hydroxyethyl)hexamethyleneimine OCCN1CCCCCC1